FC(OC1=CC2=C(N=C(O2)S)C=C1)F 6-(difluoromethoxy)benzo[d]oxazole-2-thiol